CC1(C(N(C2=CC=CC=C12)C1CCN(CC1)C([C@H](CCC1=CC=CC=C1)NC(=O)C1CNCCC1)=O)=O)C N-((S)-1-(4-(3,3-dimethyl-2-oxoindol-1-yl)piperidin-1-yl)-1-oxo-4-phenylbutan-2-yl)piperidine-3-carboxamide